bis[3-ethyl-(o-propenylphenoxy)phenyl]-methane tert-butyl-4-(7-oxabicyclo[2.2.1]heptan-1-yl)-2,2-dioxo-oxathiazolidine-3-carboxylate C(C)(C)(C)OC(=O)N1S(OCC1C12CCC(CC1)O2)(=O)=O.C(C)C=2C(=C(C=CC2)CC2=C(C(=CC=C2)CC)OC2=C(C=CC=C2)C=CC)OC2=C(C=CC=C2)C=CC